CC=1C(=C(SC1C(C)C)C(C)C)NC(N)=O 3-[4-methyl-2,5-bis(propan-2-yl)thiophen-3-yl]urea